CC(=O)C(C1=CC=C(C=C1)O)C(=O)C 4-(dimethylcarbonylmethyl)phenol